2,3-diaza-cyclopropa[a]pentalene-4-carboxylic acid ((S)-1-pyridin-2-yl-ethyl)-amide N1=C(C=CC=C1)[C@H](C)NC(=O)C1=C2C=C3C(=C2N=N1)C3